1,1,2,4-Tetrafluoro-2-butene FC(C(=CCF)F)F